3-(4-(aminomethyl)-2,2-dimethyl-7-oxo-3,4,7,9-tetrahydropyrano[2,3-e]isoindol-8(2H)-yl)piperidine-2,6-dione NCC1CC(OC2=C3CN(C(C3=CC=C21)=O)C2C(NC(CC2)=O)=O)(C)C